[1,1'-Biphenyl]-4-yl-N-trifluoromethylcarbamoyl fluoride C1(=CC=C(C=C1)N(C(=O)F)C(F)(F)F)C1=CC=CC=C1